2-(cyclopropylmethyl)-N-phenyl-1,2,3,4-tetrahydroisoquinolin-7-amine hydrochloride Cl.C1(CC1)CN1CC2=CC(=CC=C2CC1)NC1=CC=CC=C1